CN(C)C=NC1SSC(N1)=S 3-((N,N-dimethylaminomethylidene)amino)-3H-1,2,4-dithiazol-5-thione